C(C1=CC=CC=C1)N1C=C2C(C=3C=CC=NC13)=CCN(C2)CC2=NC=CC=C2 6-Benzyl-3-(pyridin-2-ylmethyl)-2,3,4,6-tetrahydropyrido[3,4-c][1,8]naphthyridine